butyl (1,3-dioxo-1,2,3,5,6,7-hexahydropyrrolo[1,2-c]pyrimidin-5-yl)carbamate O=C1NC(C=C2N1CCC2NC(OCCCC)=O)=O